4-amino-1-(4-((5-fluoro-2-methoxybenzamido)methyl)phenyl)-3-(1,1,1-trifluoropropan-2-yl)-1H-pyrazole-5-carboxamide NC=1C(=NN(C1C(=O)N)C1=CC=C(C=C1)CNC(C1=C(C=CC(=C1)F)OC)=O)C(C(F)(F)F)C